4,5-diazafluorene-9-one C1=CC=NC=2C3=NC=CC=C3C(C12)=O